dilithium bisborate B([O-])([O-])O.B(O)(O)O.[Li+].[Li+]